N-ethyl-N-methyl-4-(2-methyl-4-((((Z)-octadec-9-en-1-yl)oxy)methyl)-5-((((9Z,12Z)-octadeca-9,12-dien-1-yl)oxy)methyl)-1,3-dioxolan-2-yl)butan-1-amine C(C)N(CCCCC1(OC(C(O1)COCCCCCCCC\C=C/CCCCCCCC)COCCCCCCCC\C=C/C\C=C/CCCCC)C)C